2-methylpropane-1,2-dithiol CC(CS)(C)S